ClC=1C=C(C(=O)NC2=CC(=C(C=C2)C)[N+](=O)[O-])C=CN1 2-chloro-N-(4-methyl-3-nitrophenyl)isonicotinamide